N1(C=NC=C1)C(=O)N1N=CCC1C1=CN=C(S1)C (1H-imidazol-1-yl)(5-(2-methylthiazol-5-yl)-4,5-dihydro-1H-pyrazol-1-yl)methanone